6-(((6-cyclopropyl-[1,2,4]triazolo[1,5-a]pyrimidin-2-yl)methyl)amino)pyrimidin C1(CC1)C=1C=NC=2N(C1)N=C(N2)CNC2=CC=NC=N2